1-bromomethyl-3,5-dichloromethylbenzene BrCC1=CC(=CC(=C1)CCl)CCl